trans-2,6-dimethyl-morpholine C[C@@H]1CNC[C@H](O1)C